C(#N)C1=CC=C(C=C1)NC1=NC(=NC=C1)SC1(CCC1)C(=O)O ((4-((4-cyanophenyl)amino)pyrimidin-2-yl)thio)cyclobutane-1-carboxylic acid